O[C@@H]1CC(N(C1)C(=O)OC(C)(C)C)C=1C=NC(=CC1O)C tert-butyl (4R)-4-hydroxy-2-(4-hydroxy-6-methylpyridin-3-yl)pyrrolidine-1-carboxylate